FC(C=1C=C(C=CC1)C1=CC=C(C(=O)N2CCN(CC2)C2=NC3=CC=CC=C3C(N2)=O)C=C1)(F)F 2-[4-[4-[3-(Trifluoromethyl)phenyl]benzoyl]piperazin-1-yl]-3H-quinazolin-4-one